N-(8'-(azetidin-1-yl)-4'H-spiro[cyclopropane-1,5'-naphtho[2,1-d]isoxazol]-3'-yl)-4-((1R,4R)-2-oxa-5-azabicyclo[2.2.1]heptane-5-carbonyl)-2,6-dimethoxybenzenesulfonamide N1(CCC1)C1=CC=C2C3(CC=4C(=NOC4C2=C1)NS(=O)(=O)C1=C(C=C(C=C1OC)C(=O)N1[C@H]2CO[C@@H](C1)C2)OC)CC3